NC1=C2C(=C3C(=N1)C=C(N3)C(=O)N(CC3=C(C=C(C=C3)C3=C(C=CC=C3F)F)F)[C@@H]3COCC[C@H]3OC)COC2 5-amino-N-((3R,4R)-4-methoxytetrahydro-2H-pyran-3-yl)-N-((2',3,6'-trifluoro-[1,1'-biphenyl]-4-yl)methyl)-6,8-dihydro-1H-furo[3,4-d]pyrrolo[3,2-b]pyridine-2-carboxamide